F[C@H]1[C@@H](C1)C(C)=O trans-1-(2-Fluorocyclopropyl)ethan-1-one